(R)-6-(5-bromopyrimidin-2-yl)-3-(2-(methoxymethoxy)phenyl)-5-methyl-6,7,8,9-tetrahydro-5H-pyrido[3',4':4,5]pyrrolo[2,3-c]pyridazine BrC=1C=NC(=NC1)N1[C@@H](C2=C(NC=3N=NC(=CC32)C3=C(C=CC=C3)OCOC)CC1)C